tert-butyl (2R,5S)-5-[2-(4-chloro-3-fluorophenoxy)acetamido]-2-[4-(trifluoromethyl)-2,3-dihydro-1H-indole-1-carbonyl]piperidine-1-carboxylate ClC1=C(C=C(OCC(=O)N[C@H]2CC[C@@H](N(C2)C(=O)OC(C)(C)C)C(=O)N2CCC3=C(C=CC=C23)C(F)(F)F)C=C1)F